1-imino-1-oxo-2,3-dihydrothiophen-3-amine hydrobromide Br.N=S1(CC(C=C1)N)=O